The molecule is a 1-acyl-2-octadecanoyl-sn-glycero-3-phosphate in which the 1-acyl group is specified as hexadecanoyl (palmitoyl). It is a conjugate acid of a 1-hexadecanoyl-2-octadecanoyl-sn-glycero-3-phosphate(2-). CCCCCCCCCCCCCCCCCC(=O)O[C@H](COC(=O)CCCCCCCCCCCCCCC)COP(=O)(O)O